FC1=CC=C(C=C1)C(N1[C@H]2CN(C[C@@H]1CC2)C=2C=1N=C(N(C1N1C(N2)=NN=C1)C[C@H]1OCCC1)C)C1=CC=C(C=C1)F 4-((1R,5S)-8-(bis(4-fluorophenyl)methyl)-3,8-diazabicyclo[3.2.1]octan-3-yl)-2-methyl-1-(((S)-tetrahydrofuran-2-yl)methyl)-1H-[1,2,4]triazolo[3,4-b]purine